F[P-](F)(F)(F)(F)F.N1(CCCC1)[PH+](N1CCCC1)N1CCCC1 tris-(pyrrolidino)phosphonium hexafluorophosphate